C(CC(O)(C(=O)O)CC(=O)O)(=O)O.C(C)OC[C@]1(CN(CC1)CC=1C=NC=C(C1)F)CCC1=CC=C(C=C1)F |o1:17| (R or S)-3-((3-(ethoxymethyl)-3-(4-fluorophenethyl)pyrrolidin-1-yl)methyl)-5-fluoropyridine citrate